C1(=CC=CC=C1)C1=CC=C(C=2C3=CC=CC(=C3C3=CC=CC=C3C12)C1=CC=CC=C1)C1=CC=CC=C1 1,4,8-triphenyltriphenylene